C(C)(SCC1=CC=NC=C1)=O S-(Pyridin-4-ylmethyl) ethanethioate